(2,6-dibenzyloxy-3-pyridyl)boronic acid C(C1=CC=CC=C1)OC1=NC(=CC=C1B(O)O)OCC1=CC=CC=C1